ClC=1C=C(C(=O)O)C=C(C1)OC(F)(F)F 3-chloro-5-(trifluoromethoxy)-benzoic acid